C(C=C)NC(=O)C=1SC(N2C1NC(C1=CC3=C(C=C21)OCO3)=O)=S N-allyl-5-oxo-1-thioxo-4,5-dihydro[1,3]dioxolo[4,5-g][1,3]thiazolo[3,4-a]quinazoline-3-carboxamide